1-(4-hydroxyphenyl)-2H-tetrazole-5-thione OC1=CC=C(C=C1)N1NN=NC1=S